2,6-difluorobenzoate FC1=C(C(=O)[O-])C(=CC=C1)F